Tert-butyl 2-(N-(tert-butyl)sulfamoyl)-3-fluoro-6,7-dihydrothieno[3,2-c]pyridine-5(4H)-carboxylate C(C)(C)(C)NS(=O)(=O)C1=C(C=2CN(CCC2S1)C(=O)OC(C)(C)C)F